C=1(O)C(=CC(O)=CC1)CC(=O)CC(=O)OCCC(C(=O)OC(C)(C)C)=C monotert-butyl hydroquinoneAcetylacetoxyethylacrylat